BrC1=C2C(=NC=C1F)N(N=C2C)C2OCCCC2 bromo-5-fluoro-3-methyl-1-(tetrahydro-2H-pyran-2-yl)-1H-pyrazolo[3,4-b]Pyridine